3-(1'-(2-(4-(3-amino-6-(2-hydroxyphenyl)pyridazin-4-yl)-1H-pyrazol-1-yl)acetyl)-6-oxo-6,8-dihydro-2H,7H-spiro[furo[2,3-e]isoindole-3,4'-piperidin]-7-yl)piperidine-2,6-dione NC=1N=NC(=CC1C=1C=NN(C1)CC(=O)N1CCC2(CC1)COC1=C3CN(C(C3=CC=C12)=O)C1C(NC(CC1)=O)=O)C1=C(C=CC=C1)O